C1(CC1)C1=NN(C=C1NC1=NC=C(C(=N1)NC)C(F)(F)F)CC(C)(O)C 1-(3-cyclopropyl-4-(4-(methylamino)-5-(trifluoromethyl)pyrimidin-2-ylamino)-1H-pyrazol-1-yl)-2-methylpropan-2-ol